1-(((3S)-1-((3-((trifluoroacetyl)amino)-1-azetidinyl)sulfonyl)-3-piperidinyl)carbonyl)-N-(4-(trifluoromethyl)benzyl)-D-prolinamide FC(C(=O)NC1CN(C1)S(=O)(=O)N1C[C@H](CCC1)C(=O)N1[C@H](CCC1)C(=O)NCC1=CC=C(C=C1)C(F)(F)F)(F)F